C(C)(C)(C)OC(=O)N[C@H]1CCCCNC(CC[C@H](NC([C@@H](NC1=O)CC(C)C)=O)C(=O)O)=O (2S,5S,14S)-14-((tert-butoxycarbonyl)amino)-2-isobutyl-3,8,15-trioxo-1,4,9-triazacyclopentadecane-5-carboxylic acid